C(C)(C)(C)C1=C(C(=CC(=C1)CN(C)C)C(C)(C)C)O 2,6-Di-tert-butyl-4-dimethylaminomethylphenol